FC=1C=C(C(=O)N2CC3(CC3)C[C@H]2C(=O)N[C@@H](C[C@H]2C(NCC2)=O)C(COC(F)(F)F)=O)C=C(C1)F (S)-5-(3,5-difluorobenzoyl)-N-((S)-3-oxo-1-((S)-2-oxopyrrolidin-3-yl)-4-(trifluoromethoxy)butan-2-yl)-5-azaspiro[2.4]heptane-6-carboxamide